3-(N-(4-chloro-5-cyano-2-((cis-2-hydroxycyclopentyl)oxy)phenyl)sulfamoyl)-4-cyclopropylbenzoic acid ClC1=CC(=C(C=C1C#N)NS(=O)(=O)C=1C=C(C(=O)O)C=CC1C1CC1)O[C@H]1[C@H](CCC1)O